1-(2-bromo-4-fluorophenyl)thiourea BrC1=C(C=CC(=C1)F)NC(=S)N